2-(3-Chloro-4-hydroxyphenyl)-2-(2,3-dimethyl-1H-indol-6-yl)-2-phenylacetonitrile ClC=1C=C(C=CC1O)C(C#N)(C1=CC=CC=C1)C1=CC=C2C(=C(NC2=C1)C)C